Sulfur Benzoate C(C1=CC=CC=C1)(=O)[O-].[S+2].C(C1=CC=CC=C1)(=O)[O-]